N-((R)-2-(((S)-5,11-Dioxo-10,11-dihydro-1H,3H,5H-spiro[benzo[d]pyrazolo[1,2-a][1,2]diazepin-2,1'-cyclopropan]-10-yl)carbamoyl)butyl)-3-methyl-5-(trifluoromethyl)isoxazol-4-carboxamid O=C1N2N(C([C@H](C3=C1C=CC=C3)NC(=O)[C@@H](CNC(=O)C=3C(=NOC3C(F)(F)F)C)CC)=O)CC3(CC3)C2